BrC1=NOC(C1)(C1=NC=C(C=C1C1=C(C=CC=C1F)F)C)CO {3-Bromo-5-[3-(2,6-difluorophenyl)-5-methylpyridin-2-yl]-4,5-dihydro-1,2-oxazol-5-yl}methanol